(R)-6-(4-((2-azaspiro[3.3]hept-6-yl)oxy)-2,6-difluorophenyl)-5-chloro-N-(3-methylbutan-2-yl)-[1,2,4]triazolo[1,5-a]pyrimidin-7-amine C1NCC12CC(C2)OC2=CC(=C(C(=C2)F)C=2C(=NC=1N(C2N[C@H](C)C(C)C)N=CN1)Cl)F